CC1=C(C=C(C=C1)NC(=O)N1C[C@@H](CC1)CC(F)(F)F)C1=CC(=NC(=C1)C1=CN=CS1)N1CCOCC1 (3S)-N-[4-methyl-3-[2-(morpholin-4-yl)-6-(1,3-thiazol-5-yl)pyridin-4-yl]phenyl]-3-(2,2,2-trifluoroethyl)pyrrolidine-1-carboxamide